C(C)OCCOC1=CC=C(C=C1)CC(C(=O)O)N1CCN(CCN(CCN(CC1)CC(=O)O)CC(=O)O)CC(=O)O 3-[4-(2-ethoxyethoxy)phenyl]-2-[4,7,10-tris(carboxymethyl)-1,4,7,10-tetraazacyclododec-1-yl]propionic acid